C1(CC1)CS(=O)(=O)C1=CC=C(O1)C(=O)O 5-(cyclopropyl-methylsulfonyl)furan-2-carboxylic acid